CS(=O)(=O)OCC#CC(=O)N(C)C 4-(dimethylamino)-4-oxobut-2-yn-1-yl methanesulfonate